METHYL (1S,5'Z,12'S)-6-CHLORO-12'-HYDROXY-9'-METHYL-10'-OXO-3,4-DIHYDRO-2H-SPIRO[NAPHTHALENE-1,19'-[17]OXA[1,9]DIAZATRICYCLO[11.7.2.016,21]DOCOSA[5,13,15,21]TETRAENE]-12'-CARBOXYLATE ClC=1C=C2CCC[C@]3(COC4=CC=C5[C@@](CC(N(CC\C=C/CCCN(C3)C4=C5)C)=O)(C(=O)OC)O)C2=CC1